FC1=C(C=CC=C1NS(NCC(C)C)(=O)=O)CC=1C(OC2=CC(=CC=C2C1C)OC1=NC=CC=C1F)=O 3-[[2-fluoro-3-(isobutylsulfamoylamino)phenyl]methyl]-7-[(3-fluoro-2-pyridinyl)oxy]-4-methyl-chromen-2-one